3-azabicyclo[3.1.0]hexane-2,4-dione trifluoroacetate FC(C(=O)O)(F)F.C12C(NC(C2C1)=O)=O